COC1=CC=C(C=C1)C(CC)C=1N=C(C2=C(N1)OC(=C2C(=O)N)C)NC2(CC2)C [1-(4-methoxyphenyl)propyl]-6-methyl-4-[(1-methylcyclopropyl)amino]furo[2,3-d]pyrimidine-5-carboxamide